C(C)N1N=C2C(=CC=C(C2=C1)NC1CCNCC1)C(=O)NC=1C=C(C=2N(C1)C=C(N2)C)F 2-ethyl-N-{8-fluoro-2-methylimidazo[1,2-a]pyridin-6-yl}-4-(piperidin-4-ylamino)indazole-7-carboxamide